COC=1C=C2CCN(CC2=CC1OC)C(\C=C\C1=C(N=C2N1N=CC=C2)C2=CC=CC=C2)=O (E)-1-(6,7-dimethoxy-3,4-dihydroisoquinolin-2(1H)-yl)-3-(2-phenylimidazo[1,2-b]pyridazin-3-yl)prop-2-en-1-one